C(C)OC(=O)[C@H]1[C@H](C1)CO.FC(=C(C)C)C=1C=C(N)C=CC1 |r| 3-(1-fluoro-2-methyl-prop-1-enyl)aniline racemic-ethyl-(cis)-2-(hydroxymethyl)cyclopropane-1-carboxylate